Methyl 2-((2-(((tert-butoxycarbonyl)(2-(6-methoxy-3-nitropyridin-2-yl)ethyl)-amino)methyl)-4-fluorophenyl)amino)-5-chloronicotinate C(C)(C)(C)OC(=O)N(CCC1=NC(=CC=C1[N+](=O)[O-])OC)CC1=C(C=CC(=C1)F)NC1=C(C(=O)OC)C=C(C=N1)Cl